N,N-dibenzyl-2-(trifluoromethyl)imidazo[1,2-a]pyridin-8-amine C(C1=CC=CC=C1)N(C=1C=2N(C=CC1)C=C(N2)C(F)(F)F)CC2=CC=CC=C2